tetramethylenediisocyanate C(CCCN=C=O)N=C=O